Ethyl (E)-4-({3-[7-chloro-10-(2-hydroxyethyl)-11-oxo-10,11-dihydro-5H-dibenzo[b,e][1,4]diazepin-5-yl]propyl}amino)but-2-enoate maleate C(\C=C/C(=O)O)(=O)O.ClC1=CC2=C(N(C(C3=C(N2CCCNC/C=C/C(=O)OCC)C=CC=C3)=O)CCO)C=C1